2-((2-methylbenzyl)sulfinyl)-5-(2-(o-tolyl)thiazol-4-yl)-1,3,4-oxadiazole CC1=C(CS(=O)C=2OC(=NN2)C=2N=C(SC2)C2=C(C=CC=C2)C)C=CC=C1